BrC1=CC=C2C(=CC(N3C2=C1CCC3)=O)Cl 8-bromo-1-chloro-6,7-dihydropyrido[3,2,1-ij]quinolin-3(5H)-one